FC1=C(C=CC(=C1)F)S(=O)(=O)NC=1C(=NC=C(C1)C=1C=C2C(=NC=NC2=CC1)C1CCN(CC1)C(\C=C\C(C)=O)=O)OC (E)-2,4-Difluoro-N-(2-methoxy-5-(4-(1-(4-oxopent-2-enoyl)piperidin-4-yl)quinazoline-6-yl)pyridin-3-yl)benzenesulfonamide